C(CCC(=O)[O-])(=O)OOC(C)(C)C tert-butyl peroxysuccinate